C(=O)(O)CC1OC(C=C1/C=C/C(=O)O)=O (2E)-3-[2-(carboxymethyl)-5-oxo-2,5-dihydrofuran-3-yl]prop-2-enoic acid